NC1CCN(CC1)C=1N=C(C(=C(C(=O)O)C1)C=1C=C2CC(N(C2=CC1)C)=O)C1=CC(=C(C=C1)C#N)F 6-(4-aminopiperidin-1-yl)-2-(4-cyano-3-fluorophenyl)-3-(1-methyl-2-oxoindol-5-yl)isonicotinic acid